(2-methoxy-4-(methoxycarbonyl)phenyl)boronic acid COC1=C(C=CC(=C1)C(=O)OC)B(O)O